tert-Butyl (2S,4R)-2-((2-amino-6-bromopyridin-3-yl)carbamoyl)-4-fluoropyrrolidine-1-carboxylate NC1=NC(=CC=C1NC(=O)[C@H]1N(C[C@@H](C1)F)C(=O)OC(C)(C)C)Br